C1(CC1)CS(=O)(=O)C1=CC=C(C=C1)[C@H]1NC(OC1)=O (R)-4-(4-((cyclopropylmethyl)sulfonyl)phenyl)oxazolidin-2-one